C(C1=CC=CC=C1)N(C(CNC(OC(C)(C)C)=O)=O)[C@@H]1C(OCC1)=O tert-Butyl N-[2-[benzyl-[(3S)-2-oxotetrahydrofuran-3-yl]amino]-2-oxo-ethyl]carbamate